CN(CCOC=1C2=C(N=C(N1)NC1=CC=C(C=C1)N1CCN(CC1)C)SC=C2C)C 4-(2-(dimethylamino)ethoxy)-5-methyl-N-(4-(4-methylpiperazin-1-yl)phenyl)thieno[2,3-d]pyrimidine-2-amine